ClC1=NC(=NS1)C1=C(C=C(C=C1)F)C(F)(F)F chloro-3-[4-fluoro-2-(trifluoromethyl)phenyl]-1,2,4-thiadiazole